N1C=NC(=C1)[C@H](C)NC(=O)C1=CC2=CC=CC(=C2C=C1)C1=CC=C(C=C1)C(F)(F)F (S)-N-(1-(1H-imidazol-4-yl)ethyl)-5-(4-(trifluoromethyl)phenyl)-2-naphthamide